ClC=1C(=CC(=C(C(=O)NS(=O)(=O)N2C[C@@H](CCCC2)NC(OC(C)(C)C)=O)C1)F)OCC1CCCC1 tert-butyl (R)-(1-(N-(5-chloro-4-(cyclopentylmethoxy)-2-fluorobenzoyl)sulfamoyl)azepan-3-yl)carbamate